2-(4-(11-(tert-butoxy)-11-oxoundec-1-yn-1-yl)phenyl)acetic acid C(C)(C)(C)OC(CCCCCCCCC#CC1=CC=C(C=C1)CC(=O)O)=O